styryl-amyl-phosphinic acid C(=CC1=CC=CC=C1)P(O)(=O)CCCCC